2-(2,4-difluorophenyl)-1-(((4-(3-(4-fluorophenyl)-1-methyl-1H-pyrazol-4-yl)pyridin-3-yl)methyl)amino)-3-(1H-1,2,4-triazol-1-yl)propan-2-ol FC1=C(C=CC(=C1)F)C(CNCC=1C=NC=CC1C=1C(=NN(C1)C)C1=CC=C(C=C1)F)(CN1N=CN=C1)O